The molecule is a dihydroxyacetophenone that is ethanone substituted by a hydroxy group at position 2 and a 4-hydroxyphenyl group at position 1. It is a member of phenols, a primary alpha-hydroxy ketone and a dihydroxyacetophenone. C1=CC(=CC=C1C(=O)CO)O